[Si](C)(C)(C(C)(C)C)OC1=CC=C(C=C1)C1(C(NC2=C(C=CC=C12)C(F)(F)F)=O)O 3-(4-(tert-butyldimethylsilyloxy)phenyl)-3-hydroxy-7-(trifluoromethyl)indol-2-one